C1=CN=C2C=3C(=CC=C12)C1=NC2=CC=CC=C2C1=CC3 Carbazoloindole